FC(OC1=C(C=C2C(=CN(C(C2=C1)=O)C1=C2C=CNC2=CC(=C1)F)C(=O)N1CCCCC1)OC)F 7-(difluoromethoxy)-2-(6-fluoro-1H-indol-4-yl)-6-methoxy-4-(piperidine-1-carbonyl)isoquinolin-1(2H)-one